2-[4-[[1-(2,6-dioxo-3-piperidyl)-3-methyl-2-oxo-benzimidazol-5-yl]amino]phenyl]acetic acid O=C1NC(CCC1N1C(N(C2=C1C=CC(=C2)NC2=CC=C(C=C2)CC(=O)O)C)=O)=O